4-fluorocyclohexane-1-amine hydrochloride Cl.FC1CCC(CC1)N